(cyclobutylmethyl)-6H-thieno[2,3-b]pyrrole-5-formaldehyde C1(CCC1)CC1=CC2=C(NC(=C2)C=O)S1